O1COC2=C1C=CC(=C2)OC2=NC=NC1=CC=CC(=C21)Cl 4-(benzo[d][1,3]dioxol-5-yloxy)-5-chloroquinazoline